C1(=CC=CC=2OC3=C(C21)C=CC=C3)C3=CC=C(N)C=C3 4-(1-dibenzofuranyl)aniline